NC1=CC(=C(C(=C1C(=O)N)OC)CN1CCOCC1)OC 6-amino-2,4-dimethoxy-3-morpholin-4-ylmethyl-benzamide